trans-N-(benzo[d]thiazol-5-yl)-1-(benzo[d]thiazol-6-ylsulfonyl)-3-methylpiperidine-4-carboxamide S1C=NC2=C1C=CC(=C2)NC(=O)[C@H]2[C@@H](CN(CC2)S(=O)(=O)C2=CC1=C(N=CS1)C=C2)C